2-amino-3-((2-((3-(phenylmethoxy)-3-oxopropyl)amino)ethyl)seleno)propionic acid NC(C(=O)O)C[Se]CCNCCC(=O)OCC1=CC=CC=C1